1-(4-((6-aminopyridin-3-yl)oxy)phenyl)-3-(3-methylphenyl)urea NC1=CC=C(C=N1)OC1=CC=C(C=C1)NC(=O)NC1=CC(=CC=C1)C